CN(C(=O)C(CC(=O)[O-])=C)C.[Na+] Sodium 3-(dimethylcarbamoyl)-3-methylidenepropanoate